5-(6-bromo-2-oxo-benzo[cd]indol-1(2H)-yl)-1,3-diazabicyclo[3.1.1]heptane-2,4-dione BrC=1C=2C3=C(C(N(C3=CC1)C13C(NC(N(C1)C3)=O)=O)=O)C=CC2